N1(N=CC=C1)C[C@@H](C(=O)O)CC(=O)OC(C)(C)C (S)-2-((1H-pyrazol-1-yl)methyl)-4-(tert-butoxy)-4-oxobutanoic acid